3-[5-[3-(2-fluoro-3-hydroxypropoxy)prop-1-yn-1-yl]-3-methyl-2-oxo-1,3-benzodiazol-1-yl]piperidine-2,6-dione FC(COCC#CC1=CC2=C(N(C(N2C)=O)C2C(NC(CC2)=O)=O)C=C1)CO